COC1=CC=C(C=C1)C(OC[C@@H]1[C@H](C[C@@H](C12CC2)N2C1=NC=NC(=C1N=C2)NC(C2=CC=CC=C2)=O)O)(C2=CC=CC=C2)C2=CC=C(C=C2)OC N-(9-((4S,6S,7R)-7-((bis(4-methoxyphenyl)(phenyl)methoxy)methyl)-6-hydroxyspiro[2.4]heptan-4-yl)-9H-purin-6-yl)benzamide